FC1=CC=C(C=C1)C=1C=CC(NC1)=O 5-(4-fluorophenyl)pyridin-2(1H)-one